ClC=1C(N(N=CC1Cl)C1=CC=C(C=C1)OC1=CC=C(C=C1)F)=O 4,5-dichloro-2-[4-(4-fluorophenoxy)phenyl]pyridazin-3-one